[Si](C)(C)(C(C)(C)C)OC[C@@H]1CN(C[C@H]1C1=C(C=CC(=C1)C(NC=1C=NC=C(C1)C(F)(F)F)=O)C)C(=O)OC(C)(C)C tert-butyl (3S,4R)-3-(((tert-butyldimethylsilyl)oxy)methyl)-4-(2-methyl-5-((5-(trifluoromethyl)pyridin-3-yl)carbamoyl)phenyl)pyrrolidine-1-carboxylate